C[C@H](CCC(=O)NCCS(=O)(=O)[O-])[C@H]1CC[C@@H]2[C@@]1(CC[C@H]3[C@H]2[C@@H](C[C@H]4[C@@]3(CC[C@H](C4)O)C)O)C The molecule is an organosulfonate oxoanion that is the conjugate base of taurochenodeoxycholic acid arising from deprotonation of the sulfonate OH group; major species at pH 7.3. It has a role as a human metabolite. It is an organosulfonate oxoanion and a cholanic acid conjugate anion. It is a conjugate base of a taurochenodeoxycholic acid.